7-bromo-1-methyl-2-(trifluoromethyl)imidazo[4,5-c]pyridine BrC=1C2=C(C=NC1)N=C(N2C)C(F)(F)F